(1r,5s,6r)-N,N-diethyl-3-(2-(3-methyl-1,2,4-oxadiazol-5-yl)-2-azaspiro[3.4]oct-6-yl)-3-azabicyclo[3.1.0]hexane-6-carboxamide C(C)N(C(=O)C1[C@H]2CN(C[C@@H]12)C1CC2(CN(C2)C2=NC(=NO2)C)CC1)CC